2-[[5-ethylsulfanyl-6-[7-(trifluoromethyl)imidazo[1,2-c]pyrimidin-2-yl]-3-pyridyl]oxy]-2-methyl-propanenitrile C(C)SC=1C=C(C=NC1C=1N=C2N(C=NC(=C2)C(F)(F)F)C1)OC(C#N)(C)C